FC1(CN(C1)C(CC[C@@H](C(=O)O)NC)=O)F (2S)-5-(3,3-difluoroazetidin-1-yl)-2-(methylamino)-5-oxo-pentanoic acid